3-[7-[[5-(4-methylpiperazin-1-yl)-2-pyridyl]amino]-1-oxo-isoindolin-4-yl]imidazo[1,2-a]pyridine-8-carbonitrile CN1CCN(CC1)C=1C=CC(=NC1)NC=1C=CC(=C2CNC(C12)=O)C1=CN=C2N1C=CC=C2C#N